C(CCC)(C1=C(C=C(C(=C1)C(C)(C)C)O)C)C1=C(C=C(C(=C1)C(C)(C)C)O)C 4,4'-butylidenbis(3-methyl-6-t-butylphenol)